4-amino-1-(2-fluorophenyl)-6-oxo-1,6-dihydropyridazine-3-carboxylic acid methyl ester COC(=O)C1=NN(C(C=C1N)=O)C1=C(C=CC=C1)F